P(=O)(O)(O)CNCC(=O)O N-(Phosphonomethyl)-glycin